C1=CC=CC=2C3=CC=CC=C3C(C12)COC(=O)N[C@H](C(C)(C)C)C(=O)O N-{[(9H-fluoren-9-yl)methoxy]carbonyl}-3-methyl-D-valine